N-((R)-3-methoxy-1-oxo-1-(((R)-3-phenoxy-1-(4,4,5,5-tetramethyl-1,3,2-dioxaborolan-2-yl)propyl)amino)propan-2-yl)picolinamide COC[C@H](C(N[C@@H](CCOC1=CC=CC=C1)B1OC(C(O1)(C)C)(C)C)=O)NC(C1=NC=CC=C1)=O